OC=1C=C(C=O)C=CC1C(C)C 3-HYDROXY-4-ISOPROPYLBENZALDEHYDE